bis(3,5-bis(trifluoromethyl)phenyl)(2,5-bis(trifluoromethyl)phenyl)borane FC(C=1C=C(C=C(C1)C(F)(F)F)B(C1=C(C=CC(=C1)C(F)(F)F)C(F)(F)F)C1=CC(=CC(=C1)C(F)(F)F)C(F)(F)F)(F)F